ClC=1C=CC(=NC1)C1=CC(=NO1)C(=O)NC=1C=NN(C1)C1COCC1 5-(5-chloropyridin-2-yl)-N-(1-(tetrahydrofuran-3-yl)-1H-pyrazol-4-yl)isoxazole-3-carboxamide